N-(4-((azetidin-3-ylmethyl)(methyl)amino)-1,2-dimethyl-1H-benzo[d]imidazol-5-yl)-1-(2,6-difluorophenyl)-6-oxo-1,6-dihydropyridazine-3-carboxamide N1CC(C1)CN(C1=C(C=CC=2N(C(=NC21)C)C)NC(=O)C2=NN(C(C=C2)=O)C2=C(C=CC=C2F)F)C